N-(3-chloro-5-(methylsulfonamido)phenyl)-1-(3-((3-fluorobenzyl)oxy)-6-methylpyridin-2-yl)-1H-pyrazole-4-carboxamide ClC=1C=C(C=C(C1)NS(=O)(=O)C)NC(=O)C=1C=NN(C1)C1=NC(=CC=C1OCC1=CC(=CC=C1)F)C